N1(CCNCC1)C(=O)C=1C=C2C=CNC2=CC1 5-(piperazine-1-carbonyl)-1H-indole